N-(5-chloro-2-methyl-1,6-naphthyridin-3-yl)-1-(1-carbonyl-1,2-dihydroisoquinolin-5-yl)-5-(trifluoromethyl)-1H-pyrazole-4-carboxamide ClC1=C2C=C(C(=NC2=CC=N1)C)NC(=O)C=1C=NN(C1C(F)(F)F)C1=C2C=CNC(C2=CC=C1)=C=O